methyl 3-chloro-4-nitro-5-((oxazol-4-ylmethyl)amino)benzoate ClC=1C=C(C(=O)OC)C=C(C1[N+](=O)[O-])NCC=1N=COC1